1'-[1-(2,2-difluoroethyl)-1H-pyrazolo[3,4-b]pyrazin-6-yl]-1-[6-(trifluoromethyl)pyridin-3-yl]-1,2-dihydrospiro[indole-3,4'-piperidin]-2-one FC(CN1N=CC=2C1=NC(=CN2)N2CCC1(CC2)C(N(C2=CC=CC=C21)C=2C=NC(=CC2)C(F)(F)F)=O)F